2-(4-(methylsulfonyl)phenyl)naphthalene CS(=O)(=O)C1=CC=C(C=C1)C1=CC2=CC=CC=C2C=C1